2,2',2''-(10-(4-isothiocyanatobenzyl)-1,4,7,10-tetraazacyclododecane-1,4,7-triyl)triacetic acid N(=C=S)C1=CC=C(CN2CCN(CCN(CCN(CC2)CC(=O)O)CC(=O)O)CC(=O)O)C=C1